N-(4-(4-Amino-1-(2,2,2-trifluoroethyl)-1H-pyrazolo[3,4-d]pyrimidin-3-yl)phenyl)-5-(4-fluorophenyl)-1-isopropyl-4-oxo-1,4-dihydropyridazine-3-carboxamide NC1=C2C(=NC=N1)N(N=C2C2=CC=C(C=C2)NC(=O)C2=NN(C=C(C2=O)C2=CC=C(C=C2)F)C(C)C)CC(F)(F)F